C(C)(=O)NCCCCCC(=O)[O-] 6-acetamidohexanoate